BrC1=C(C=C2C(=NC(=NC2=C1F)F)N1CCN(CC1)C(=O)OC(C)(C)C)Cl tert-butyl 4-(7-bromo-6-chloro-2,8-difluoro-quinazolin-4-yl)piperazine-1-carboxylate